CC(C=CCCC)=O hept-3-en-2-on